C(C1=CC=CC=C1)OC=1C=CC2=C(C(=C(O2)C)C(=O)NC2(CCC2)C(N)=O)C1 5-(benzyloxy)-N-(1-carbamoyl-cyclobutyl)-2-methylbenzofuran-3-carboxamide